C(C)OC([C@@H]([C@H](C=C(C1=CC=CC=C1)C1=CC=CC=C1)O)O)=O (2R,3S)-2,3-dihydroxy-5,5-diphenylpent-4-enoic acid ethyl ester